tert-butyl 3-{4-amino-5-bromo-7-methyl-7H-pyrrolo[2,3-d]pyrimidin-6-yl}-2,5-dihydro-1H-pyrrole-1-carboxylate NC=1C2=C(N=CN1)N(C(=C2Br)C=2CN(CC2)C(=O)OC(C)(C)C)C